6-chloro-5-(2-((3,3-difluoro-1-(hydroxymethyl)cyclobutyl)amino)-2-oxoacetyl)-N-(4-fluoro-3-methylphenyl)-2,3-dihydro-1H-pyrrolizine-7-carboxamide ClC1=C(N2CCCC2=C1C(=O)NC1=CC(=C(C=C1)F)C)C(C(=O)NC1(CC(C1)(F)F)CO)=O